C1(=CC=CC2=CC=CC=C12)C=O 1-naphthalenyl-methanone